methyl 2-{2'-oxo-1'H-spiro[cyclopropane-1,4'-quinazolin]-3'-yl}acetate O=C1NC2=CC=CC=C2C2(N1CC(=O)OC)CC2